(R)-1-(4-(2-((3-(Aminomethyl)benzyl)oxy)-7-(indolin-1-yl)-5,6,7,8-tetrahydroquinazolin-4-yl)piperazin-1-yl)prop-2-en-1-one NCC=1C=C(COC2=NC=3C[C@@H](CCC3C(=N2)N2CCN(CC2)C(C=C)=O)N2CCC3=CC=CC=C23)C=CC1